C1(CCCC1)C[C@@H](C(=O)N[C@@H](C[C@H]1C(NCC1)=O)C(C(=O)NCC)=O)NC(O[C@@H](C(F)(F)C1=CC(=CC=C1)Cl)C1=CC=CC=C1)=O (R)-2-(3-chlorophenyl)-2,2-difluoro-1-phenylethyl ((S)-3-cyclopentyl-1-(((S)-4-(ethylamino)-3,4-dioxo-1-((S)-2-oxopyrrolidin-3-yl)butan-2-yl)amino)-1-oxopropan-2-yl)carbamate